ClC=1C(N(C(=CC1OC([2H])([2H])C1=NC=C(C=C1F)F)C)C1=CC(=NC=C1C)N1N=C(C(=C1)F)C(C)(C)NC(=O)C1CC1)=C=O N-(2-(1-(3-chloro-4-((3,5-difluoropyridin-2-yl)methoxy-d2)-5',6-Dimethyl-2-carbonyl-2H-[1,4'-bipyridine]-2'-yl)-4-fluoro-1H-pyrazol-3-yl)propan-2-yl)cyclopropaneFormamide